ClC1=NC(=C2C(=N1)N(N=C2)C2OCCCC2)C#N 6-chloro-1-(tetrahydro-2H-pyran-2-yl)-1H-pyrazolo[3,4-d]pyrimidine-4-carbonitrile